2-(4-cyclopropyl-6-methoxypyrimidin-5-yl)-5,7-dimethyl-8-(4-(1-methyl-4-(trifluoromethyl)-1H-imidazol-2-yl)benzyl)-7,8-dihydro-pteridin-6(5H)-one C1(CC1)C1=NC=NC(=C1C1=NC=2N(C(C(N(C2C=N1)C)=O)C)CC1=CC=C(C=C1)C=1N(C=C(N1)C(F)(F)F)C)OC